3-[6-(3,9-diazaspiro[5.5]undecan-3-yl)-2-oxo-1,3-benzoxazol-3-yl]piperidine-2,6-dione C1CN(CCC12CCNCC2)C2=CC1=C(N(C(O1)=O)C1C(NC(CC1)=O)=O)C=C2